7-fluoro-1-methylindoline-2,3-dione FC=1C=CC=C2C(C(N(C12)C)=O)=O